The molecule is a tyrosinyl radical cation. It derives from a L-tyrosine. It is a conjugate acid of a L-tyrosinyl radical. It is an enantiomer of a D-tyrosinyl radical cation. C1=CC(=CC=C1C[C@@H](C(=O)O)N)[OH+]